1-(2-bromo-3-fluorophenyl)ethanone BrC1=C(C=CC=C1F)C(C)=O